(1S,3S)-3-((6-(5-((((4-fluorobutoxy)carbonyl)amino)methyl)-1-methyl-1H-1,2,3-triazol-4-yl)-2-methyl-pyridin-3-yl)oxy)cyclohexane-1-carboxylic acid FCCCCOC(=O)NCC1=C(N=NN1C)C1=CC=C(C(=N1)C)O[C@@H]1C[C@H](CCC1)C(=O)O